FC1=C(C=NC(=C1)N1C[C@H](CC1)N1CCOCC1)C1=NN2C(N=C(C=C2C2=NN(N=C2)C)C(=O)N2[C@@H](C3=CC=CC=C3CC2)C)=C1 (2-(4-fluoro-6-((S)-3-morpholinopyrrolidin-1-yl)pyridin-3-yl)-7-(2-methyl-2H-1,2,3-triazol-4-yl)pyrazolo[1,5-a]pyrimidin-5-yl)((R)-1-methyl-3,4-dihydroisoquinolin-2(1H)-yl)methanone